2-cyclobutyl-N-(3-cyclobutyl-4-methylphenyl)acetamide C1(CCC1)CC(=O)NC1=CC(=C(C=C1)C)C1CCC1